COC(=O)[C@@H]1CN(CC[C@H]1NC(=O)C1=NOC(=C1)C1=C(C=C(C=C1F)F)F)C1CCCCC1 |r| rac-(3R,4R)-1-cyclohexyl-4-{[5-(2,4,6-trifluoro-phenyl)-isoxazole-3-carbonyl]-amino}-piperidine-3-carboxylic acid methyl ester